2-[2-(2,6-dichlorophenyl)aminophenyl]ethanoic acid ClC1=C(C(=CC=C1)Cl)NC1=C(C=CC=C1)CC(=O)O